N',N'-bis(6-(((Z)-non-3-en-1-yl)oxy)hexyl)butanehydrazide C(C\C=C/CCCCC)OCCCCCCN(NC(CCC)=O)CCCCCCOCC\C=C/CCCCC